(S)-(3-(1-Amino-1,3-dihydrospiro[indene-2,4'-piperidin]-1'-yl)-6-((8-chloro-2-(5-methoxypyridin-2-yl)imidazo[1,2-a]pyridin-7-yl)thio)pyrazin-2-yl)methanol hydrochloride Cl.N[C@@H]1C2=CC=CC=C2CC12CCN(CC2)C=2C(=NC(=CN2)SC2=C(C=1N(C=C2)C=C(N1)C1=NC=C(C=C1)OC)Cl)CO